4-[(4-{2-[(2S)-2-{[5-(1-methyl-1H-pyrazol-4-yl)-1H-[1,2,3]triazolo[4,5-b]pyrazin-1-yl]methyl}morpholin-4-yl]pyrimidin-5-yl}phenyl)methyl]piperazine CN1N=CC(=C1)C=1N=C2C(=NC1)N(N=N2)C[C@@H]2CN(CCO2)C2=NC=C(C=N2)C2=CC=C(C=C2)CN2CCNCC2